tetrabromoaniline C1=CC(=C(C(=C1)Br)Br)N(Br)Br